CCCCCCCCCCCCCCC(=O)O[C@H]1CC[C@@]2([C@H]3CC[C@]4([C@H]([C@@H]3CC=C2C1)CC[C@@H]4[C@H](C)CCCC(C)C)C)C The molecule is a cholesterol ester obtained by the formal condensation of cholesterol with pentadecanoic acid. It has a role as a mouse metabolite. It derives from a pentadecanoic acid.